Br[C@H]1[C@@H]2N(C([C@H]1C[C@@H]2O)=O)CC2=CC=C(C=C2)OC (1R,4R,6S,7R)-(+)-7-bromo-6-hydroxy-2-(4-methoxybenzyl)-2-aza-bicyclo[2.2.1]heptan-3-one